6-bromo-7-cyclopropoxy-2-(1-methyl-2-oxabicyclo[2.1.1]hex-4-yl)imidazo[1,2-a]pyridine BrC=1C(=CC=2N(C1)C=C(N2)C21COC(C2)(C1)C)OC1CC1